tert-butyl (R)-3-(3-chloro-5-(4-methyl-1H-pyrazol-1-yl)phenyl)morpholine-4-carboxylate ClC=1C=C(C=C(C1)N1N=CC(=C1)C)[C@H]1N(CCOC1)C(=O)OC(C)(C)C